CS(=O)(=O)CCOC1=C(C=C(C(=O)O)C=C1)C(F)(F)F 4-(2-(Methylsulfonyl)ethoxy)-3-(trifluoromethyl)benzoic acid